O[C@@](CCOC1=CC=C2C=C(C(=C(C2=C1)F)N1CC(NS1(=O)=O)=O)O)(CO)C 5-{7-[(3S)-3,4-dihydroxy-3-methylbutoxy]-1-fluoro-3-hydroxynaphthalen-2-yl}-1λ6,2,5-thiadiazolidine-1,1,3-trione